acetylazide C(C)(=O)N=[N+]=[N-]